FC(C1=NC(=NO1)C1=CC=C(C=C1)CN1C(=CC2=NC=CC=C21)C#N)(F)F 1-[[4-[5-(trifluoromethyl)-1,2,4-oxadiazol-3-yl]phenyl]methyl]-1H-pyrrolo[3,2-b]pyridine-2-carbonitrile